CC1(OCCN1C(=O)[O-])C 2,2-dimethyloxazolidine-3-carboxylate